1-(benzo[b]thiophen-3-yl)-3-(2-fluoro-4-methyl-5-(7-(methylamino)-2-oxo-1-(2,2,2-trifluoroethyl)-1,2-dihydro-1,6-naphthyridin-3-yl)phenyl)urea S1C2=C(C(=C1)NC(=O)NC1=C(C=C(C(=C1)C=1C(N(C3=CC(=NC=C3C1)NC)CC(F)(F)F)=O)C)F)C=CC=C2